FC1=C(C(=O)N([C@H]2CNCCC2)C2=NC=CC3=CC(=CC(=C23)C)C=2C=NN(C2)C)C=CC(=C1)C=1N=NN(C1)C 2-fluoro-N-[8-methyl-6-(1-methylpyrazol-4-yl)-1-isoquinolyl]-4-(1-methyltriazol-4-yl)-N-[(3R)-3-piperidyl]benzamide